5-chloro-2-({methyl[2-(morpholin-4-yl)ethyl]amino}methyl)-7,8-dihydro-6H-spiro[[1,3]oxazolo[5,4-f]quinazoline-9,1'-cyclohexan]-7-one ClC=1C=C2C(=C3C1NC(NC31CCCCC1)=O)OC(=N2)CN(CCN2CCOCC2)C